2-[1-(pyridin-2-ylmethyl)-6-cyano-1H-indole-3-carboxamido]benzoic acid N1=C(C=CC=C1)CN1C=C(C2=CC=C(C=C12)C#N)C(=O)NC1=C(C(=O)O)C=CC=C1